(propan-1-yn-1-yl)-1-(4-(trifluoromethyl)benzyl)-1H-indazole-7-carboxylic acid methyl ester COC(=O)C=1C=CC=C2C(=NN(C12)CC1=CC=C(C=C1)C(F)(F)F)C#CC